butyl-di-(2-hexyl)phosphine C(CCC)P(C(C)CCCC)C(C)CCCC